4-[2-[1,1-dimethyl-2-[3-[[1-(2,2,2-trifluoroacetyl)-4-piperidyl]oxy]azetidin-1-yl]ethoxy]-5-(1-hydroxy-1-methyl-ethyl)phenyl]-6-methyl-1-(p-tolylsulfonyl)pyrrolo[2,3-c]pyridin-7-one CC(CN1CC(C1)OC1CCN(CC1)C(C(F)(F)F)=O)(OC1=C(C=C(C=C1)C(C)(C)O)C=1C2=C(C(N(C1)C)=O)N(C=C2)S(=O)(=O)C2=CC=C(C=C2)C)C